CC=1N=NC2=CC=C(C=C2C1C)C1=CN=C(S1)NC(=O)C1(CC1)F N-(5-(3,4-dimethylcinnolin-6-yl)thiazol-2-yl)-1-fluorocyclopropane-1-carboxamide